1-benzyl-2-(pyridin-3-yl)-benzo[d]imidazole C(C1=CC=CC=C1)N1C(=NC2=C1C=CC=C2)C=2C=NC=CC2